2-tert-butoxy-2-oxo-N-(4-(2-oxopiperidin-1-yl)-phenyl)acetamide C(C)(C)(C)OC(C(=O)NC1=CC=C(C=C1)N1C(CCCC1)=O)=O